3-amino-5-(3-cyclopropylphenyl)-N-(2-(2-((2-(4-(2-fluoro-5-((4-oxo-3,4-dihydrophthalazin-1-yl)methyl)benzoyl)piperazin-1-yl)-2-oxoethyl)amino)ethoxy)ethyl)picolinamide NC=1C(=NC=C(C1)C1=CC(=CC=C1)C1CC1)C(=O)NCCOCCNCC(=O)N1CCN(CC1)C(C1=C(C=CC(=C1)CC1=NNC(C2=CC=CC=C12)=O)F)=O